[6-[[1-methyl-5-(trifluoromethyl)triazol-4-yl]methyl]-2,6-diazaspiro[3.3]heptan-2-yl]-[6-[3-(trifluoromethyl)-1,2,4-triazol-1-yl]-2-azaspiro[3.3]heptan-2-yl]methanone CN1N=NC(=C1C(F)(F)F)CN1CC2(CN(C2)C(=O)N2CC3(C2)CC(C3)N3N=C(N=C3)C(F)(F)F)C1